C(C)OC1=NC2=CC(=CC(=C2N=C1)C=1SC2=C(N1)C=C(C1=C2C[C@H](O1)CO)F)C (S)-(2-(2-ethoxy-7-methylquinoxalin-5-yl)-5-fluoro-7,8-dihydrobenzofuro[5,4-d]thiazol-7-yl)methanol